BrC1=CN=C2N1C=CN=C2 3-bromoimidazo[1,2-a]pyrazine